FC=1C=C2C=C(NC2=CC1CCC1=NOC(=C1)C)CNC(=O)C1(CC1)C N-((5-fluoro-6-(2-(5-methylisoxazol-3-yl)ethyl)-1H-indol-2-yl)methyl)-1-methylcyclopropane-1-carboxamide